COC(=O)[C@@H]1N(CC(C1)=O)C(=O)OC(C)(C)C (R)-4-oxopyrrolidine-1,2-dicarboxylic acid 1-tert-butyl ester 2-methyl ester